methyl-alpha-hydroxycerotic acid CC(C(=O)O)(CCCCCCCCCCCCCCCCCCCCCCCC)O